BrC(C([2H])([2H])[2H])([2H])[2H] 1-bromoethane-1,1,2,2,2-d5